C1NCC12NC(CNC2=O)=O 2,5,8-triazaspiro[3.5]nonane-6,9-dione